C(SCC1=CC=CC=C1)(OCC)=S S-benzyl O-ethyl dithiocarbonate